C1(CCCCC1)C1=CC=C(C=C1)C=1C(=C(C=2C(C3=CC=CC=C3C2C1)(CCC)CCC)C1=CC=C(C=C1)C1CCCCC1)N bis(4-cyclohexylphenyl)-9,9-dipropyl-9H-fluoren-2-amine